FC1=C(C#N)C=CC(=C1)C1=C(C=CC(=C1)C=O)C1=C(C=C(C=C1)C)F 2-fluoro-4-[2-(2-fluoro-4-methyl-phenyl)-5-formyl-phenyl]benzonitrile